(2R)-N-((R or S)-(3-chloro-4-(trifluoro-methoxy)phenyl)(2-(trifluoromethyl)oxazol-4-yl)methyl)-2-methyl-3-oxopiperazine-1-carboxamide ClC=1C=C(C=CC1OC(F)(F)F)[C@@H](NC(=O)N1[C@@H](C(NCC1)=O)C)C=1N=C(OC1)C(F)(F)F |o1:12|